C(#N)C1=C(N=C2N(C1=O)C=C(C=C2[C@@H](C)NC2=CC=NC=C2C(=O)O)C)N2CC1=CC=CC=C1C2 (R)-4-((1-(3-cyano-2-(isoindolin-2-yl)-7-methyl-4-oxo-4H-pyrido[1,2-a]pyrimidin-9-yl)ethyl)amino)nicotinic acid